FC1=CC(=C(C=C1)C=1CCCC2=C(C1C1=CC=C(C=C1)CC1CN(C1)CCCF)C=CC=C2)CC(F)(F)F 8-(4-Fluoro-2-(2,2,2-trifluoroethyl)phenyl)-9-(4-((1-(3-fluoropropyl)azetidin-3-yl)methyl)phenyl)-6,7-dihydro-5H-benzo[7]annulen